Cl.FC1=C(C=CC(=C1)F)C1=CC(=CN1S(=O)(=O)C1=CC(=CC=C1)C1=COC=C1)CNC 1-(5-(2,4-difluorophenyl)-1-((3-(furan-3-yl)phenyl)sulfonyl)-1H-pyrrol-3-yl)-N-methylmethylamine hydrochloride